[Ni](Cl)Cl.N1=C(C=CC=C1)C1=NC=CC=C1.N1=C(C=CC=C1)C1=NC=CC=C1.N1=C(C=CC=C1)C1=NC=CC=C1 tris(2,2'-bipyridine) nickel dichloride